NC1=NC=C2N(C(N(C2=N1)[C@@H]1O[C@@H]([C@H]([C@H]1O)F)CO)=O)CC1=CC=C(C=C1)C(F)(F)F 2-Amino-9-((2R,3S,4S,5R)-4-fluoro-3-hydroxy-5-(hydroxymethyl)tetrahydrofuran-2-yl)-7-(4-(trifluoromethyl)benzyl)-7,9-dihydro-8H-purin-8-on